N-salicyloyltryptamine C1=CC=C2C(=C1)C(=CN2)CCNC(=O)C3=CC=CC=C3O